C(CCCCC)OC1=CC=C(OCCNC2=CC=NC3=CC=CC=C23)C=C1 N-{2-[4-(Hexyloxy)phenoxy]ethyl}quinolin-4-amine